CO\N=C/1\CCCC2=CC(=CC(=C12)Cl)OC (Z)-8-Chloro-6-methoxy-3,4-dihydronaphthalene-1(2H)-one-O-methyloxime